COC(C1=C(C=C(C(=C1)OCCCNC(CC1=CC(=CC=C1)C(F)(F)F)=O)OC)N)=O 2-amino-4-methoxy-5-(3-(2-(3-(trifluoromethyl)phenyl)acetamido)propoxy)benzoic acid methyl ester